C(#N)[C@@]1(COCC2=CC=C(C=C12)C(=O)NCC1=NC=CC(=C1)C#CC=1C=C(C(=O)O)C=CC1)C (R)-3-((2-((4-Cyano-4-methylisochromane-6-carboxamido)methyl)pyridin-4-yl)ethynyl)benzoic acid